exo-6-[3-amino-8-azabicyclo[3.2.1]octan-8-yl]-3-(4-chloro-2-methyl-2H-indazol-5-yl)-5-methyl-1H,4H,5H-pyrazolo[3,4-d]pyrimidin-4-one NC1CC2CCC(C1)N2C=2N(C(C1=C(N2)NN=C1C1=C(C2=CN(N=C2C=C1)C)Cl)=O)C